C(C1=CC=CC=C1)OC=1C(N(C(=CC1C(=O)O)C)CC(=O)OC(C)(C)C)=O 3-(benzyloxy)-1-(2-tert-butoxy-2-oxoethyl)-6-methyl-2-oxo-1,2-dihydropyridine-4-carboxylic acid